NC1CN(C1)C(C(=O)N[C@H]1CN(C[C@H](C1)C)C1=C2C=CC=NC2=C(C=C1)C(F)(F)F)C 2-(3-aminoazetidin-1-yl)-N-[(3R,5S)-5-methyl-1-[8-(trifluoromethyl)quinolin-5-yl]Piperidin-3-yl]Propionamide